1,2-bis(N,N-diethylamino)-1,1-dichloro-2,2-divinyldisilane C(C)N(CC)[Si]([Si](C=C)(C=C)N(CC)CC)(Cl)Cl